S-(2-acetoxy-4,7,10,13-tetraoxatetradecyl)-L-homocysteine C(C)(=O)OC(CSCC[C@H](N)C(=O)O)COCCOCCOCCOC